[2-[2-[2-[2-[2-(tert-butoxycarbonylamino)ethoxy]ethoxy]ethoxy]ethylamino]pyrimidin-5-yl]boronic acid C(C)(C)(C)OC(=O)NCCOCCOCCOCCNC1=NC=C(C=N1)B(O)O